methyl 2-hydroxyquinoline-6-carboxylate OC1=NC2=CC=C(C=C2C=C1)C(=O)OC